(3-(furan-2-yl)phenyl)-N-methyl-[1,2,4]triazolo[4,3-a]quinazolin-5-amine O1C(=CC=C1)C=1C=C(C=CC1)C1=NN=C2N1C1=CC=CC=C1C(=N2)NC